C(#N)C=1C=C2C(=CC=NC2=CC1)NC=1C=C(C(=O)NC2=NC(=CC=C2)NC2=CC=NC=C2)C=CC1 3-((6-cyanoquinolin-4-yl)amino)-N-(6-(pyridin-4-ylamino)pyridin-2-yl)benzamide